(5-fluoro-4-(((3R,6S)-6-(hydroxymethyl)tetrahydro-2H-pyran-3-yl)amino)-1H-pyrrolo[2,3-b]pyridin-3-yl)(6-(2-fluorophenoxy)pyridin-3-yl)methanone FC=1C(=C2C(=NC1)NC=C2C(=O)C=2C=NC(=CC2)OC2=C(C=CC=C2)F)N[C@H]2CO[C@@H](CC2)CO